N-(4,6-diamino-2-(7-fluoro-1-(2-fluorobenzyl)-1H-indazol-3-yl)pyrimidin-5-yl)-3-fluoropyrrolidine-1-carboxamide NC1=NC(=NC(=C1NC(=O)N1CC(CC1)F)N)C1=NN(C2=C(C=CC=C12)F)CC1=C(C=CC=C1)F